COC=1C(=NC2=CC=CC=C2C1C(=O)NC1=CC=C(C=C1)OC1=CC=CC=C1)C1=CC=CC=C1 methoxy-N-(4-phenoxyphenyl)-2-phenylquinoline-4-carboxamide